2-(2-fluoro-6-nitrophenyl)ethanol FC1=C(C(=CC=C1)[N+](=O)[O-])CCO